2-(((4-((2-methoxyethyl)amino)cyclohexyl)amino)pyrimidin-4-yl)-3,4-dihydroisoquinolin-1(2H)-one ethyl-acetate C(C)OC(C)=O.COCCNC1CCC(CC1)NC1=NC=CC(=N1)N1C(C2=CC=CC=C2CC1)=O